tert-butyl 4-(bis(4-(1H-pyrazol-1-yl)phenyl)methyl)piperazine-1-carboxylate N1(N=CC=C1)C1=CC=C(C=C1)C(N1CCN(CC1)C(=O)OC(C)(C)C)C1=CC=C(C=C1)N1N=CC=C1